ClC1=C(C(=O)NC=2SC(=NN2)CC2=CC=C(C=C2)Cl)C=CC=N1 2-chloro-N-(5-(4-chlorobenzyl)-1,3,4-thiadiazol-2-yl)nicotinamide